N-(8-Amino-6-(4-ethylpyridin-3-yl)cinnolin-3-yl)-2-fluorocyclopropanecarboxamide NC=1C=C(C=C2C=C(N=NC12)NC(=O)C1C(C1)F)C=1C=NC=CC1CC